2-(4-cyclopropyl-6-methoxypyrimidin-5-yl)-N-(4-(1-isopropyl-4-(trifluoromethyl)-1H-imidazol-2-yl)benzyl)-9-vinyl-9H-purin-6-amine C1(CC1)C1=NC=NC(=C1C1=NC(=C2N=CN(C2=N1)C=C)NCC1=CC=C(C=C1)C=1N(C=C(N1)C(F)(F)F)C(C)C)OC